O=C1NC(CCC1N1C(N(C2=C1C=CC(=C2)N2CCC(CC2)OCCCN(C(OC(C)(C)C)=O)C)C)=O)=O tert-butyl N-[3-({1-[1-(2,6-dioxopiperidin-3-yl)-3-methyl-2-oxo-1,3-benzodiazol-5-yl]piperidin-4-yl}oxy)propyl]-N-methylcarbamate